ClC1=CC=C(C=C1)C1=CC=C2C(=N1)SC(=N2)NC(=O)C2=C(C=NC=C2)C2=C(C=CC=C2)OC N-(5-(4-chlorophenyl)thiazolo[5,4-b]pyridin-2-yl)-3-(2-methoxyphenyl)pyridine-4-carboxamide